NCC1C2(C1)C1=C(CN(S2(=O)=O)C)C=CC(=C1)C(F)(F)F (aminomethyl)-3-methyl-7-trifluoromethyl-3,4-dihydrospiro[benzo[d][1,2]thiazine-1,1'-cyclopropane]-2,2-dioxide